C(C(C)C)[C@@H]1N(C[C@H]2N(C1)CCC2)C=2N=C(NC(C2Cl)=O)C2=CC=NC=C2 4-[(3s,8as)-3-isobutyl-3,4,6,7,8,8a-hexahydro-1H-pyrrolo[1,2-a]pyrazin-2-yl]-5-chloro-2-(4-pyridinyl)-1H-pyrimidin-6-one